COC=1C=CC(=C(CON=C2CCCCC2)C1)C#C[Si](C(C)C)(C(C)C)C(C)C Cyclohexanone O-(5-methoxy-2-((triisopropylsilyl)ethynyl)benzyl) oxime